FC(C(=O)OCCCCCCCCCCC\C=C\C)=C (E)-tetradec-12-en-1-yl 2-fluoroacrylate